3-methyl-5-(3-phenylpropanamido)benzofuran-2-carboxylic acid CC1=C(OC2=C1C=C(C=C2)NC(CCC2=CC=CC=C2)=O)C(=O)O